(S)-9-(2-Isopropoxy-pyridin-4-ylmethyl)-2-((R)-3-methyl-morpholin-4-yl)-8-trifluoromethyl-6,7,8,9-tetrahydro-pyrimido[1,2-a]-pyrimidin-4-one C(C)(C)OC1=NC=CC(=C1)CN1[C@@H](CCN2C1=NC(=CC2=O)N2[C@@H](COCC2)C)C(F)(F)F